ClC1=C(C=C(C=C1)N1CC(C2=NC(=CC=C21)C(=O)N2C(CN(CC2)C2=NN=C(S2)C(=O)OCC)(C)C)(C)C)F ethyl 5-(4-(1-(4-chloro-3-fluorophenyl)-3,3-dimethyl-2,3-dihydro-1H-pyrrolo[3,2-b]pyridine-5-carbonyl)-3,3-dimethylpiperazin-1-yl)-1,3,4-thiadiazole-2-carboxylate